NC1=NC=2C=C(C=CC2C2=C1COC2)CN(C(=O)C=2C=NC(=CC2)C2CC2)C2=C(C=C(C=C2)F)OC N-({4-amino-1H,3H-furo[3,4-c]quinolin-7-yl}methyl)-6-cyclopropyl-N-(4-fluoro-2-methoxy-phenyl)pyridine-3-carboxamide